racemic-N-methyl-5-(4-(3-(8-oxo-1-(trifluoromethyl)-7,8-dihydroimidazo[1,5-a]pyrazin-6-yl)pyrrolidin-1-yl)piperidin-1-yl)picolinamide CNC(C1=NC=C(C=C1)N1CCC(CC1)N1C[C@@H](CC1)C=1NC(C=2N(C1)C=NC2C(F)(F)F)=O)=O |r|